N4-(1-(methylsulfonyl)indolin-7-yl)pyrimidine-2,4-diamine CS(=O)(=O)N1CCC2=CC=CC(=C12)NC1=NC(=NC=C1)N